OC=1C(=C(C(=O)O)C=C(C1)C)O dihydroxy-5-methylbenzoic acid